2-{[(2S)-1,4-Dioxacyclohexan-2-yl]methyl}-N-{[(2R,5S)-5-methyloxypentan-2-yl]methyl}-8-(trifluoromethyl)-4,5-dihydro-2H-furo[2,3-g]indazole-7-carboxamide O1[C@H](COCC1)CN1N=C2C3=C(CCC2=C1)OC(=C3C(F)(F)F)C(=O)NC[C@H](C)CCCOC